7-fluoro-2-methylquinazoline-4-thiol FC1=CC=C2C(=NC(=NC2=C1)C)S